C(C)(C)(C)N1N=C(C=C1)C=1C=C(C#N)C=CC1C(=O)N1CCC(CC1)(C)OC 3-(1-tert-butylpyrazol-3-yl)-4-(4-methoxy-4-methyl-piperidine-1-carbonyl)benzonitrile